4-chloro-5-(difluoromethyl)-2-(methylthio)pyrimidine ClC1=NC(=NC=C1C(F)F)SC